4-(((1S,4aS,4bR,6aR,8R,10aS,10bR,12aS)-8-hydroxy-8,12a-dimethyloctadecahydrochrysen-1-yl)amino)benzonitrile O[C@]1(C[C@H]2CC[C@H]3[C@@H]4CCC[C@@H]([C@]4(CC[C@@H]3[C@H]2CC1)C)NC1=CC=C(C#N)C=C1)C